benzyl (1-(4-bromophenyl)-2-methylpropan-2-yl)carbamate BrC1=CC=C(C=C1)CC(C)(C)NC(OCC1=CC=CC=C1)=O